O=C1N2[C@H](OC13CCN(CC3)C(=O)OCC3=CC=CC=C3)CC=C2 benzyl (R)-3'-oxo-7',7a'-dihydro-3'H-spiro[piperidine-4,2'-pyrrolo[2,1-b]oxazole]-1-carboxylate